N5-(4-(6-bromoimidazo[1,2-a]pyridin-3-yl)pyrimidin-2-yl)-N2,N2-dimethylpyridine-2,5-diamine BrC=1C=CC=2N(C1)C(=CN2)C2=NC(=NC=C2)NC=2C=CC(=NC2)N(C)C